ClC(C(=O)[O-])C12CC3(CC(CC(C1)(C3)C)(C2)C)C chloro(3,5,7-trimethyl-1-adamantyl)acetate